PALLADIUM-COPPER-SILVER-RUTHENIUM [Ru].[Ag].[Cu].[Pd]